9-(4-chloro-2-fluoro-phenyl)-7-[rac-(2R,4S)-2-(1-cyclopropylpyrazol-4-yl)tetrahydropyran-4-yl]-2,3-dimethyl-pyrazino[1,2-a]pyrimidin-4-one ClC1=CC(=C(C=C1)C1=NC(=CN2C1=NC(=C(C2=O)C)C)[C@@H]2C[C@@H](OCC2)C=2C=NN(C2)C2CC2)F |r|